ClC1=C(C=C2C(=C(N(C2=C1F)C)C=1NC(=NN1)C(C#N)C)C=1C=NNC1)OC 2-(5-(6-Chloro-7-fluoro-5-methoxy-1-methyl-3-(1H-pyrazol-4-yl)-1H-indol-2-yl)-4H-1,2,4-triazol-3-yl)propanenitrile